1-Cyclopropyl-6-fluoro-2-(4-isopropylpyrimidin-5-yl)-1H-benzo[d]imidazol C1(CC1)N1C(=NC2=C1C=C(C=C2)F)C=2C(=NC=NC2)C(C)C